Magnesium Caprate (decanoate) C(CCCCCCCCC)(=O)[O-].[O-]C(=O)CCCCCCCCC.[Mg+2]